(3,4-epoxycyclohexyl)propyl-triethoxysilane (1-(3-(2,3-dichlorophenyl)-4-methoxy-1-((2-(trimethylsilyl)ethoxy)methyl)-1H-pyrazolo[3,4-b]pyridin-6-yl)-4-methylpiperidin-4-yl)carbamate ClC1=C(C=CC=C1Cl)C1=NN(C2=NC(=CC(=C21)OC)N2CCC(CC2)(C)NC(O)=O)COCC[Si](C)(C)C.C2(CC1C(CC2)O1)CCC[Si](OCC)(OCC)OCC